C(CC)(=O)NC1=CC=CC=C1 propionyl-aniline